(4-aminoimidazo[1,5-a]quinoxalin-8-yl)((2R,5S)-2-(benzo[d]thiazol-5-yl)-5-methylpiperidin-1-yl)methanone NC=1C=2N(C3=CC(=CC=C3N1)C(=O)N1[C@H](CC[C@@H](C1)C)C=1C=CC3=C(N=CS3)C1)C=NC2